8-bromo-4,4-difluoro-3,4-dihydro-2H-1-benzothiopyran BrC1=CC=CC=2C(CCSC21)(F)F